((1,4,7,10-tetraazacyclododecane-1,4,7,10-tetrayl)tetrakis(methylene))tetrakis(phosphonic acid) N1(CCN(CCN(CCN(CC1)CP(O)(O)=O)CP(O)(O)=O)CP(O)(O)=O)CP(O)(O)=O